6-((3,4-dimethylbenzyl)amino)-N-phenylimidazo[1,2-a]pyridine-3-carboxamide CC=1C=C(CNC=2C=CC=3N(C2)C(=CN3)C(=O)NC3=CC=CC=C3)C=CC1C